5,15-bis(4-pyridyl)-10,20-diphenylporphyrin N1=CC=C(C=C1)C=1C2=CC=C(N2)C(=C2C=CC(C(=C3C=CC(=C(C=4C=CC1N4)C4=CC=CC=C4)N3)C3=CC=NC=C3)=N2)C2=CC=CC=C2